2-hydroxy-4-methoxy-5-fluorobenzaldehyde OC1=C(C=O)C=C(C(=C1)OC)F